6-Chloro-2-iodo-3-methoxy-4-((E)-2-(trans-4-(trifluoromethyl)cyclohexyl)vinyl)pyridine ClC1=CC(=C(C(=N1)I)OC)\C=C\[C@@H]1CC[C@H](CC1)C(F)(F)F